[I-].C(CCCCC)OC=1C(=NSN1)C1=CCC[N+](C1)(C)C(CC)OC(=O)OC(C)C 5-(4-(hexyloxy)-1,2,5-thiadiazol-3-yl)-1-(1-((isopropoxycarbonyl)oxy)propyl)-1-methyl-1,2,3,6-tetrahydropyridin-1-ium iodide